2,5-dichloro-3-((1-((5-fluoro-2-oxo-1,2-dihydropyridin-3-yl)methyl)-6-oxo-4-(trifluoromethyl)-1,6-dihydropyrimidin-5-yl)oxy)benzonitrile ClC1=C(C#N)C=C(C=C1OC1=C(N=CN(C1=O)CC=1C(NC=C(C1)F)=O)C(F)(F)F)Cl